ClC1=CC=C(C=C1)C1=C(CCC(C1)(C)C)CN1CC2CCC(C1)N2C=2C=C1C(N(C(C1=CC2)=O)C2C(NC(CC2)=O)=O)=O 5-(3-((4'-chloro-5,5-dimethyl-3,4,5,6-tetrahydro-[1,1'-biphenyl]-2-yl)methyl)-3,8-diazabicyclo[3.2.1]octan-8-yl)-2-(2,6-dioxopiperidin-3-yl)isoindoline-1,3-dione